(2-fluoro-4-(trifluoromethyl)phenyl)ethan-1-ol tert-butyl-(R)-4-((R)-3-amino-3-(4-chlorobenzyl)piperidin-1-yl)-3-benzyl-4-oxobutanoate C(C)(C)(C)[C@H](C(=O)OC(C)C1=C(C=C(C=C1)C(F)(F)F)F)C(C(=O)N1C[C@@](CCC1)(CC1=CC=C(C=C1)Cl)N)CC1=CC=CC=C1